NC1=NN=C(S1)CN(C(CSC1=C(C=CC=C1)Cl)=O)CC1=CC=C(C=C1)C#N N-[(5-Amino-1,3,4-thiadiazol-2-yl)methyl]-2-(2-chlorophenyl)sulfanyl-N-[(4-cyanophenyl)methyl]acetamide